C([2H])([2H])([2H])N(C1=NC=CC(=C1Cl)SC=1C=2N(C(=NC1C)N1CCC3(CC1)[C@@H](C=1C(=NC=CC1)C3)N)C=CN2)C([2H])([2H])[2H] (S)-1'-(8-((2-(bis(methyl-d3)amino)-3-chloropyridin-4-yl)thio)-7-methylimidazo[1,2-c]pyrimidin-5-yl)-5,7-dihydrospiro[cyclopenta[b]pyridin-6,4'-piperidin]-5-amine